N-({(1r,4r)-4-[6-(2,3-dihydropyrazolo[5,1-b][1,3]oxazol-7-yl)-2H-indazol-2-yl]cyclohexyl}methyl)-3,5-difluoro-4-hydroxybenzamide O1C=2N(CC1)N=CC2C=2C=CC1=CN(N=C1C2)C2CCC(CC2)CNC(C2=CC(=C(C(=C2)F)O)F)=O